[3-(methacrylamido)-propyl]trimethylammonium chloride [Cl-].C(C(=C)C)(=O)NCCC[N+](C)(C)C